(S)-((5-(5-(1-(3,5-Dichloropyridin-4-yl)ethoxy)-1H-indazol-3-yl)pyridin-2-yl)imino)dimethyl-λ6-sulfanone ClC=1C=NC=C(C1[C@H](C)OC=1C=C2C(=NNC2=CC1)C=1C=CC(=NC1)N=S(=O)(C)C)Cl